iron(II) sulfite S(=O)([O-])[O-].[Fe+2]